C1(CCCC1)CCNC(C1=CC(=CC=C1)NC1=CC=C(C=C1)\C=C\C=1C=NC=CC1)=O N-(2-cyclopentylethyl)-3-({4-[(E)-2-(pyridin-3-yl)vinyl]phenyl}amino)benzamide